(1R)-2,2-difluoro-N-(3-{6-[(1R)-1-hydroxypropyl]-4-methylpyridin-3-yl}-2-(pyrazol-1-yl)-1,6-naphthyridin-7-yl)cyclopropane-1-carboxamide FC1([C@H](C1)C(=O)NC1=NC=C2C=C(C(=NC2=C1)N1N=CC=C1)C=1C=NC(=CC1C)[C@@H](CC)O)F